2-chloro-5-iodo-4-[(3S)-3-methyl-1-piperidyl]pyridine ClC1=NC=C(C(=C1)N1C[C@H](CCC1)C)I